OCCN1CCN(CC1)CCCC(=O)OCC1=CC(=CC(=C1)OCCCCCCCCCCCCCCC)OCCCCCCCCCC 3-(Decyloxy)-5-(pentadecyloxy)benzyl 4-(4-(2-hydroxyethyl)piperazin-1-yl)butanoate